OC[C@H]1C[C@H](C1)NC1=NC=2N([C@H](C(NC2C(=N1)C)=O)C(C)C)C (7S)-2-((cis-3-(hydroxymethyl)cyclobutyl)amino)-7-isopropyl-4,8-dimethyl-7,8-dihydropteridin-6(5H)-one